5-Thio-L-fucose O=C[C@@H](O)[C@H](O)[C@H](O)[C@@H](S)C